NC1(N(C2(C(=C3N=C(C=NC3=CC2C)C)N1[2H])[2H])C)[2H] 2-amino-3,4,8-trimethylimidazo[4,5-f]Quinoxaline-d3